2,4,6-heptatrienoic acid-5-hexenyl ester C(CCCC=C)OC(C=CC=CC=C)=O